((2-(4-(2-((2-(bis(4-((2-Hexyldecanoyl)oxy)butyl)amino)ethyl)(4-((2-hexyldecanoyl)oxy)butyl)amino)ethyl)piperazin-1-yl)ethyl)azandiyl)bis(butan-4,1-diyl)bis(2-hexyldecanoat) C(CCCCC)C(C(=O)OCCCCN(CCN(CCN1CCN(CC1)CCN(CCCCC(C(=O)[O-])(CCCCCCCC)CCCCCC)CCCCC(C(=O)[O-])(CCCCCCCC)CCCCCC)CCCCOC(C(CCCCCCCC)CCCCCC)=O)CCCCOC(C(CCCCCCCC)CCCCCC)=O)CCCCCCCC